N-(trans-3-(imidazo[4,5-d]pyrrolo[2,3-b]pyridin-1(6H)-yl)cyclobutyl)propane-1-sulfonamide N1(C=NC=2C1=C1C(=NC2)NC=C1)[C@@H]1C[C@H](C1)NS(=O)(=O)CCC